FC=1C=C(C=NC1C)[C@H]1N(OCC1)C(=O)C1CCN(CC1)C1=NC=CC(=N1)C1=NNC(=C1C(=O)OCC)C ethyl [2-[4-[(3S)-3-(5-fluoro-6-methyl-3-pyridyl)isoxazolidine-2-carbonyl]-1-piperidyl]pyrimidin-4-yl]-5-methyl-pyrazole-4-carboxylate